C(C)(C)C=1C=C(SC1)C1=C(CCC(C1)(C)C)CN1CCN(CC1)C1=CC=C(C(=O)O)C=C1 4-(4-((2-(4-isopropylthiophen-2-yl)-4,4-dimethylcyclohex-1-en-1-yl)methyl)piperazin-1-yl)benzoic acid